C1(CC1)CC(C)(C1=NOC(=N1)C)C1=C(C(=O)N)C=CC=C1OCCF (1-cyclopropyl-2-(5-methyl-1,2,4-oxadiazol-3-yl)propan-2-yl)-3-(2-fluoroethoxy)benzamide